C1(CCCCC1)C[C@@H](N)C(=O)[O-] 3-cyclohexyl-D-alaninate